CN1CCN(CC1)CCC1(NC(=NC(=N1)NC1=NC=CC=C1)N1CCOCC1)N 2-(2-(4-methylpiperazin-1-yl)ethyl)-6-morpholinyl-N4-pyridin-2-yl-1,3,5-triazine-2,4-diamine